C(C)(C)(C)OC(=O)N1C[C@@H]([C@H](C1)CO)O.ClC1=CC=C(C=C1)C=1C(=CC=CC1)C(=O)N 4'-chloro-2-biphenyl-formamide (3R,4R)-tert-butyl-3-hydroxy-4-(hydroxymethyl)pyrrolidine-1-carboxylate